(R)-7-methoxy-N-(pyrrolidin-3-yl)quinolin-5-amine hydrochloride Cl.COC=1C=C(C=2C=CC=NC2C1)N[C@H]1CNCC1